2-(2-(tert-butyl)phenoxy)acetamide C(C)(C)(C)C1=C(OCC(=O)N)C=CC=C1